tert-butyl ((1S,3R)-3-((5-amino-2-(2H-1,2,3-triazol-2-yl)pyridin-4-yl)amino)cyclohexyl)carbamate NC=1C(=CC(=NC1)N1N=CC=N1)N[C@H]1C[C@H](CCC1)NC(OC(C)(C)C)=O